6-((2,6-dimethyl-pyrimidin-4-yl)amino)-N-ethoxy-4-((4-isopropoxy-2-(N-methyl-methanesulfonamido)phenyl)-amino)nicotinamide CC1=NC(=CC(=N1)NC1=NC=C(C(=O)NOCC)C(=C1)NC1=C(C=C(C=C1)OC(C)C)N(S(=O)(=O)C)C)C